[N+](=O)([O-])C1=C(C=C(C(=C1F)F)F)OC o-nitro-trifluoro-methoxybenzene